FC1=C(C=C(C=C1C)N1N=C2C(C(N(CC2)C(=O)[O-])C)=C1)C 2-(4-fluoro-3,5-dimethylphenyl)-4-methyl-2,4,6,7-tetrahydro-5H-pyrazolo[4,3-c]pyridine-5-carboxylate